ON(C(C(=C)CC)=O)O N,N-dihydroxyethylacrylamide